C(C)OC(=O)C12CC(CN2CCC1=C)OC.NC=1C(=C(C=CC1Cl)N(S(=O)(=O)CCC)COCC[Si](C)(C)C)F N-(3-amino-4-chloro-2-fluorophenyl)-N-((2-(trimethylsilyl)ethoxy)methyl)propane-1-sulfonamide ethyl-6-methoxy-1-methylenetetrahydro-1H-pyrrolizine-7a(5H)-carboxylate